CN(C)CC=1C=C(C=NC1N1CCOCC1)B(O)O (5-((dimethylamino)methyl)-6-morpholinopyridin-3-yl)boronic acid